7'-(2,6-dioxopiperidine-3-yl)-3',4'-dihydro-6'H-spiro[piperidine-4,2'-pyrano[2,3-f]isoindole]-6',8'(7'H)-dione O=C1NC(CCC1N1C(C=2C=C3C(=CC2C1=O)OC1(CC3)CCNCC1)=O)=O